tert-butyl (2S,6R)-2-(hydroxymethyl)-6-methoxy-1,4-oxazocane-4-carboxylate OC[C@H]1OCC[C@H](CN(C1)C(=O)OC(C)(C)C)OC